1-(4-Hydroxy-5-((4-(trifluoromethyl)benzyl)carbamoyl)pyridin-2-yl)-1H-pyrazole-4-carboxylic acid OC1=CC(=NC=C1C(NCC1=CC=C(C=C1)C(F)(F)F)=O)N1N=CC(=C1)C(=O)O